NS(=O)(C1=CC=C(C=C1)OC1=CC=NC2=CC(=CC=C12)OC)=NC[C@H]1N(CCC1)C(=O)OC(C)(C)C tert-butyl (2S)-2-(((amino(4-((7-methoxyquinolin-4-yl)oxy)phenyl)(oxo)-λ6-sulfaneylidene)amino)methyl)pyrrolidine-1-carboxylate